(9H-fluoren-9-yl)methyl N-[2-({1-[(tert-butyldiphenylsilyl)oxy]hex-4-yn-2-yl}oxy)ethyl]-N-methylcarbamate [Si](C1=CC=CC=C1)(C1=CC=CC=C1)(C(C)(C)C)OCC(CC#CC)OCCN(C(OCC1C2=CC=CC=C2C=2C=CC=CC12)=O)C